2-[6-(Ethylamino)-2-fluoropyridin-3-yl]-N-[(3S)-9-fluoro-2-oxo-5-phenyl-1,3-dihydro-1,4-benzodiazepin-3-yl]-5-methyl-5,6,7,8-tetrahydropyrazolo[5,1-b][1,3]oxazepine-3-carboxamide C(C)NC1=CC=C(C(=N1)F)C1=NN2C(OC(CCC2)C)=C1C(=O)N[C@@H]1C(NC2=C(C(=N1)C1=CC=CC=C1)C=CC=C2F)=O